S1C(=CC=C1)CNC(COC1=CC=C(C=C1)C)=O N-(thiophen-2-ylmethyl)-2-(p-tolyloxy)acetamide